N1=C(C=CC=2CCCNC12)CCCCCCCCC(=O)O.N1[C@@H](CCC1)C(=O)N ((S)-pyrrolidine-2-carboxamide) 9-(5,6,7,8-tetrahydro-1,8-naphthyridin-2-yl)nonanoate